3-(4-(4-(((6-((6-acetyl-8-cyclopentyl-5-methyl-7-oxo-7,8-dihydropyrido[2,3-d]-pyrimidin-2-yl)amino)pyridin-3-yl)oxy)methyl)-[1,4'-bipiperidin]-1'-yl)phenyl)piperidine-2,6-dione C(C)(=O)C1=C(C2=C(N=C(N=C2)NC2=CC=C(C=N2)OCC2CCN(CC2)C2CCN(CC2)C2=CC=C(C=C2)C2C(NC(CC2)=O)=O)N(C1=O)C1CCCC1)C